C(C)OC(=O)C=1C(=NN(C1C(C)=O)C)C 5-acetyl-1,3-dimethyl-1H-pyrazole-4-carboxylic acid ethyl ester